COC(C1=C(C=C(C=C1)Br)N1CCC(CC1)COS(=O)(=O)C1=CC=C(C)C=C1)=O 4-bromo-2-(4-((tosyloxy)methyl)piperidin-1-yl)benzoic acid methyl ester